3-((4-(4-((1-(3-(4-(4-amino-3-(4-phenoxyphenyl)-1H-pyrazolo[3,4-d]pyrimidin-1-yl)piperidin-1-yl)propyl)pyrrolidin-3-yl)methyl)piperidin-1-yl)phenyl)amino)piperidine-2,6-dione NC1=C2C(=NC=N1)N(N=C2C2=CC=C(C=C2)OC2=CC=CC=C2)C2CCN(CC2)CCCN2CC(CC2)CC2CCN(CC2)C2=CC=C(C=C2)NC2C(NC(CC2)=O)=O